C(C)C1=NC(=CC(=C1)C1=NC=CC=C1)C1=CC=CC=C1 2-ethyl-4-(pyridin-2-yl)-6-phenylpyridine